3-phenylpyrrolidine hydrochloride Cl.C1(=CC=CC=C1)C1CNCC1